O[C@H]1CN(C[C@@H]1NCCCCCCCCCCCCCCC)C(=O)C1=CC=C(C(=O)N2C[C@H]([C@@H](C2)C(=O)N[C@@H]2[C@H](C2)C2=CC=CC=C2)C(=O)N[C@@H]2[C@H](C2)C2=CC=CC=C2)C=C1 (3S,4S)-1-(4-((3S,4S)-3-hydroxy-4-(pentadecylamino)pyrrolidine-1-carbonyl)benzoyl)-N3,N4-bis((1S,2R)-2-phenylcyclopropyl)pyrrolidine-3,4-dicarboxamide